N-(8-((3-((4-chloro-3-(trifluoromethyl)phenyl)sulfonamido)-5-methylpyridin-2-yl)oxy)quinolin-5-yl)acrylamide ClC1=C(C=C(C=C1)S(=O)(=O)NC=1C(=NC=C(C1)C)OC=1C=CC(=C2C=CC=NC12)NC(C=C)=O)C(F)(F)F